N-nitrosodimethylamine-d6 [2H]C([2H])([2H])N(C([2H])([2H])[2H])N=O